(1S,3aR,6aS)-2-(2-((3-methylpyridin-2-yl)amino)-2-oxoacetyl)-N-((S)-3-oxo-1-((S)-2-oxopyrrolidin-3-yl)-4-(trifluoromethoxy)butan-2-yl)octahydrocyclopenta[c]pyrrole-1-carboxamide CC=1C(=NC=CC1)NC(C(=O)N1[C@@H]([C@@H]2[C@H](C1)CCC2)C(=O)N[C@@H](C[C@H]2C(NCC2)=O)C(COC(F)(F)F)=O)=O